CN([C@H]1CN(C[C@@H]1O)C(=O)OC(C)(C)C)C tert-Butyl (3S,4S)-3-(dimethylamino)-4-hydroxypyrrolidine-1-carboxylate